OCCOCCOCCOCCO 2-[2-[2-(2-hydroxyethoxy)-ethoxy]ethoxy]ethanol